NC1=NC(=CC(=N1)N1CCC2(C[C@H](NC2)C(=O)OCC)CC1)O[C@@H](C(F)(F)F)C1=C(C=C(C=C1)S(=O)(=O)C)C1=CC=CC=C1 (S)-ethyl 8-(2-amino-6-((R)-2,2,2-trifluoro-1-(5-(methylsulfonyl)-[1,1'-biphenyl]-2-yl)ethoxy)pyrimidin-4-yl)-2,8-diazaspiro[4.5]decane-3-carboxylate